aspartic acid, amide N[C@@H](CC(=O)O)C(=O)N